2-(5-bromo-2-chloropyridin-4-yl)ethanol Ethyl-4,6-dichloro-5-fluoroquinoline-3-carboxylate C(C)C1=NC2=CC=C(C(=C2C(=C1C(=O)OCCC1=CC(=NC=C1Br)Cl)Cl)F)Cl